C(#N)C=1C=CC(=NC1)CCN[C@H](C(=O)NC1=NC=C(C=C1)C=1C=NN(C1)C)C1=CC=CC=C1 |r| (S)- and (R)-2-((2-(5-cyanopyridin-2-yl)ethyl)amino)-N-(5-(1-methyl-1H-pyrazol-4-yl)pyridin-2-yl)-2-phenylacetamide